BrCCCCOCC1=CC(=NC2=CC=CC=C12)C 4-((4-Bromobutoxy)methyl)-2-methylquinoline